Ethyl 3-(1-benzylpyrrolidin-3-yl)-4-methylbenzoate C(C1=CC=CC=C1)N1CC(CC1)C=1C=C(C(=O)OCC)C=CC1C